3-(cyclohexylmethyl)-4-methylthiazol-2(3H)-imine C1(CCCCC1)CN1C(SC=C1C)=N